N-((9S)-5-chloro-9-ethyl-9-hydroxy-10,13-dioxo-2,3,9,10,13,15-hexahydro-1H,12H-benzo[de]pyrano[3',4':6,7]indolizino[1,2-b]quinolin-1-yl)acetamide ClC=1C=C2C=3C(=C4C(=NC3C1)C1=CC3=C(C(N1C4)=O)COC([C@]3(O)CC)=O)C(CC2)NC(C)=O